ethyl-2-(2-hydroxy-6-methoxyphenyl)imidazole C(C)C=1N=C(NC1)C1=C(C=CC=C1OC)O